2,6-dichloro-4-(2-fluorophenyl)pyridine ClC1=NC(=CC(=C1)C1=C(C=CC=C1)F)Cl